C[C@@H]1N(CC[C@H]1OC(NCC(=O)OC)=O)C1=NC2=C(C(=CC=C2C(=C1)N1C=NC=C1)Cl)Cl methyl-(2S,3R)-1-(7,8-dichloro-4-(1H-imidazol-1-yl)quinolin-2-yl)-3-(((2-methoxy-2-oxoethyl)carbamoyl)oxy)pyrrolidine